BrC=1C(=NC=C(N1)C1=CC(=CC=C1)O)N\C(\C(=O)OC(C)(C)C)=C/C=1OC=CC1 tert-butyl (Z)-2-((3-bromo-5-(3-hydroxyphenyl)pyrazin-2-yl)amino)-3-(furan-2-yl)acrylate